5-Chloro-N-(2-methoxypyridin-3-yl)-2-morpholinooxazolo[4,5-b]pyridine-6-carboxamide ClC1=C(C=C2C(=N1)N=C(O2)N2CCOCC2)C(=O)NC=2C(=NC=CC2)OC